N-(2-(4-(cyclopropyl-methyl)piperazine-1-yl)-4-methoxy-5-((6-((R)-3-phenylisoxazolidine-2-yl)pyrimidine-4-yl)amino)-phenyl)acrylamide C1(CC1)CN1CCN(CC1)C1=C(C=C(C(=C1)OC)NC1=NC=NC(=C1)N1OCC[C@@H]1C1=CC=CC=C1)NC(C=C)=O